2-chloro-6-(1,1-difluoroethyl)-4-((1r,3r)-3-methoxycyclobutoxy)pyridine ClC1=NC(=CC(=C1)OC1CC(C1)OC)C(C)(F)F